FC1=C(C(=C(C(=C1F)C(C1=C(C(=C(C(=C1F)C(F)(F)F)F)C(F)(F)F)F)=O)F)F)C(C1=C(C(=C(C(=C1F)C(F)(F)F)F)C(F)(F)F)F)C(=O)C(C1=C(C(=C(C(=C1F)F)C(C1=C(C(=C(C(=C1F)C(F)(F)F)F)C(F)(F)F)F)=O)F)F)C1=C(C(=C(C(=C1F)C(F)(F)F)F)C(F)(F)F)F [2,3,5,6-tetrafluoro-4-(2,4,6-trifluoro-3,5-bis-trifluoromethyl-benzoyl)-phenyl]-(2,4,6-trifluoro-3,5-bis-trifluoromethyl-phenyl)-methylketone